2-[1-[2-(1H-Indol-6-yl)-6-methyl-4-oxo-chromen-8-yl]ethylamino]benzoic acid N1C=CC2=CC=C(C=C12)C=1OC2=C(C=C(C=C2C(C1)=O)C)C(C)NC1=C(C(=O)O)C=CC=C1